N-(4-Chloro-6-(2-(3-methoxy-5-(trifluoromethoxy)phenyl)propan-2-yl)pyridin-2-yl)-5-(2-(methylsulfonyl)propan-2-yl)benzo[b]thiophen-2-carboxamid ClC1=CC(=NC(=C1)C(C)(C)C1=CC(=CC(=C1)OC(F)(F)F)OC)NC(=O)C1=CC2=C(S1)C=CC(=C2)C(C)(C)S(=O)(=O)C